(S)-N-[(1S)-1-(4-Amino-3-nitrophenyl)ethyl]-2-methylpropane-2-sulfinamide NC1=C(C=C(C=C1)[C@H](C)N[S@@](=O)C(C)(C)C)[N+](=O)[O-]